itaconic acid dipentyl ester C(CCCC)OC(C(=C)CC(=O)OCCCCC)=O